C(NCCOCCOCCOCCOCCC(=O)[O-])(=O)OC(C)(C)C 1-tert-butyl 5,8,11,14-tetraoxa-2-azaheptadecanedioate